2-bromo-6-(2-fluoropropan-2-yl)pyridine BrC1=NC(=CC=C1)C(C)(C)F